2,2-dimethyl-3-(4-ethylphenyl)propanal CC(C=O)(CC1=CC=C(C=C1)CC)C